3-(4-Fluoro-phenyl)-6,7-dimethoxy-quinoline FC1=CC=C(C=C1)C=1C=NC2=CC(=C(C=C2C1)OC)OC